4-(4-((1R,5S)-3,8-Diazabicyclo[3.2.1]octan-3-yl)-2-(((S)-1-(methyl-d3)pyrrolidin-2-yl)methoxy)-5,8-dihydropyrido[3,4-d]pyrimidin-7(6H)-yl)-5-ethyl-6-fluoronaphthalen-2-ol [C@H]12CN(C[C@H](CC1)N2)C=2C1=C(N=C(N2)OC[C@H]2N(CCC2)C([2H])([2H])[2H])CN(CC1)C1=CC(=CC2=CC=C(C(=C12)CC)F)O